C12(OCC(CC1)CC2)C=O 2-oxabicyclo[2.2.2]octane-1-carbaldehyde